4-[[4-(3-methoxyphenyl)-1-piperazinyl]carbonyl]-2-(2-methylpropyl)-1(2H)-phthalazinone COC=1C=C(C=CC1)N1CCN(CC1)C(=O)C1=NN(C(C2=CC=CC=C12)=O)CC(C)C